CN1CCC(CC1)CCCN1N=C(C=C1)C(=O)OC Methyl 1-(3-(1-methylpiperidin-4-yl)propyl)-1H-pyrazole-3-carboxylate